The molecule is a 1,2-diacyl-sn-glycero-3-phosphocholine in which the 1- and 2-acyl groups are specified as pentadecanoyl and octadecanoyl respectively. It has a role as a mouse metabolite and a rat metabolite. It derives from a pentadecanoic acid and an octadecanoic acid. CCCCCCCCCCCCCCCCCC(=O)O[C@H](COC(=O)CCCCCCCCCCCCCC)COP(=O)([O-])OCC[N+](C)(C)C